N-[(2R,3S)-3-{4-[(2S)-2-amino-2-cycloheptylacetamido]-2-chloro-5-fluorophenyl}-1-(4-methylpiperazin-1-yl)-1-oxobutan-2-yl]propanamide N[C@H](C(=O)NC1=CC(=C(C=C1F)[C@@H]([C@H](C(=O)N1CCN(CC1)C)NC(CC)=O)C)Cl)C1CCCCCC1